3-(naphthalen-2-yl)-2-(pyridin-4-yl)acrylonitrile C1=C(C=CC2=CC=CC=C12)C=C(C#N)C1=CC=NC=C1